CN(C)CC1COC2=C(O1)C=CC(=C2)NC2=NC=CC(=N2)NC=2C=NC1=CC=CC=C1C2 2-{2-[(dimethylamino)methyl]-2,3-dihydro-1,4-benzodioxin-6-ylamino}-4-(3-quinolylamino)pyrimidine